ClC1=CC=2C=C(C3=CC=CC=C3C2C=C1)Cl 2,9-dichloro-phenanthrene